dilauroyl oxide C(CCCCCCCCCCC)(=O)OC(CCCCCCCCCCC)=O